4-(4-((1-(4-((S)-2-(3-Chloro-4-cyanophenyl)-3-methyl-2,8-diazaspiro[4.5]decan-8-yl)benzoyl)piperidin-4-yl)methyl)piperazin-1-yl)-N-((R)-2,6-dioxopiperidin-3-yl)-2-fluorobenzamide ClC=1C=C(C=CC1C#N)N1CC2(C[C@@H]1C)CCN(CC2)C2=CC=C(C(=O)N1CCC(CC1)CN1CCN(CC1)C1=CC(=C(C(=O)N[C@H]3C(NC(CC3)=O)=O)C=C1)F)C=C2